(1S,3R,4S)-2-(2-chloro-9-hydroxy-9H-fluorene-9-carbonyl)-N-((R)-1-cyano-2-((S)-2-oxopiperidin-3-yl)ethyl)-5,5-difluoro-2-azabicyclo[2.2.2]octane-3-carboxamide ClC1=CC=2C(C3=CC=CC=C3C2C=C1)(C(=O)N1[C@@H]2CC([C@H]([C@@H]1C(=O)N[C@H](C[C@H]1C(NCCC1)=O)C#N)CC2)(F)F)O